C1(=CC=CC=C1)S(=O)(=O)O.FC1=C(C=CC(=C1)F)S(=O)(=O)NC=1C(=NC=C(C1)C=1C=C2C(=NC=NC2=CC1)N1CCN(CC1)C(\C=C\C(C)=O)=O)OC (E)-2,4-difluoro-N-(2-methoxy-5-(4-(4-(4-oxopent-2-enoyl)piperazine-1-yl)quinazolin-6-yl)pyridin-3-yl)benzenesulfonamide benzenesulfonate